C1(=C2N(C=N1)CCC2)C(C(NC=2SC=CN2)=O)N2CC1=C(C=C(C=C1C2=O)C2=CC=C(C=C2)N2CC1(C2)CCN(CC1)C(=O)OC(C)(C)C)F tert-butyl 2-[4-[2-[1-(6,7-dihydro-5H-pyrrolo[1,2-c]imidazol-1-yl)-2-oxo-2-(thiazol-2-ylamino)ethyl]-7-fluoro-3-oxo-isoindolin-5-yl]phenyl]-2,7-diazaspiro[3.5]nonane-7-carboxylate